NCC1(CCN(CC1)C=1C(=NC(=C(N1)C)C1=C(C(=CC=C1)Cl)Cl)CO)CC1CC1 (3-(4-(aminomethyl)-4-(cyclopropylmethyl)piperidin-1-yl)-6-(2,3-dichlorophenyl)-5-methylpyrazin-2-yl)methanol